2-(7-(3-cyanophenyl)-4-oxo-2-(piperidin-1-ylmethyl)furo[2,3-d]pyridazin-5(4H)-yl)-N-(2,2-difluorobenzo[d][1,3]dioxol-5-yl)-N-methylacetamide C(#N)C=1C=C(C=CC1)C1=NN(C(C2=C1OC(=C2)CN2CCCCC2)=O)CC(=O)N(C)C2=CC1=C(OC(O1)(F)F)C=C2